CC=1C=C(C=CC1C)CN (3,4-Dimethylphenyl)methylamine